OC1=NC=CC(C1)=O 2-hydroxyl-4-oxo-pyridin